tert-butyl 3-(4-(6-amino-2-fluoro-5-(7-fluoro-1-oxo-1,2,3,4-tetrahydroisoquinolin-6-yl)pyridin-3-yl)phenoxy)azetidine-1-carboxylate NC1=C(C=C(C(=N1)F)C1=CC=C(OC2CN(C2)C(=O)OC(C)(C)C)C=C1)C=1C=C2CCNC(C2=CC1F)=O